C(C)(C)(C)OC(=O)NC[C@H](C(=O)OC)NC(=O)OC Methyl (R)-3-((tert-butoxycarbonyl)amino)-2-((methoxycarbonyl)amino)propanoate